N-(5-((6-((R)-3-(4-chloro-2-fluorophenyl)isoxazolidine-2-yl)pyrimidine-4-yl)amino)-2-(4-ethylpiperazine-1-yl)-4-methoxyphenyl)acrylamide cobalt(II) chloride [Co](Cl)Cl.ClC1=CC(=C(C=C1)[C@@H]1N(OCC1)C1=CC(=NC=N1)NC=1C(=CC(=C(C1)NC(C=C)=O)N1CCN(CC1)CC)OC)F